5'-(4-amino-2,6-dichlorophenoxy)-4'-fluorospiro[cyclopropane-1,3'-indolin]-2'-one NC1=CC(=C(OC=2C(=C3C4(C(NC3=CC2)=O)CC4)F)C(=C1)Cl)Cl